dichloro-propionyloxy-cyclopropylcarbonyloxy-phenanthroline platinum [Pt].ClC1=C2C(=C(C(=NC2=C2N=CC=CC2=C1)OC(=O)C1CC1)OC(CC)=O)Cl